ClC=1C(=NC(=NC1)NC1=C(C=C(C=C1)N1C[C@H](N([C@H](C1)C)C)C)OC(F)F)NC=1SC=CC1C(=O)N 2-((5-chloro-2-((2-(difluoromethoxy)-4-((3R,5S)-3,4,5-trimethylpiperazin-1-yl)phenyl)amino)pyrimidin-4-yl)amino)thiophene-3-carboxamide